C(C)OC(=O)C=1C=C2C=3C=C4C(=C(C3NC2=CC1)OC)NC=1C=CC(=CC14)C(=O)OCC 6-methoxy-5,7-dihydroindolo[2,3-b]carbazole-2,10-dicarboxylic acid diethyl ester